(S)-5-(benzyloxy)-1-((R)-(4,5-difluoro-2-hydroxyphenyl)(phenyl)methyl)-2-(2-hydroxyethyl)-3-methyl-2,3-dihydro-1H-pyrido[2,1-f][1,2,4]triazine-4,6-dione C(C1=CC=CC=C1)OC=1C(C=CN2N([C@H](N(C(C21)=O)C)CCO)[C@H](C2=CC=CC=C2)C2=C(C=C(C(=C2)F)F)O)=O